C(C)(C)(C)SC=1C(=C(N)C=CC1)C(F)(F)F 3-(tert-butylsulfanyl)-2-(trifluoromethyl)aniline